1-(methyl-d3)Pyrido[3,2-d]Pyrimidin-2(1H)-one C(N1C(N=CC2=C1C=CC=N2)=O)([2H])([2H])[2H]